N-[4-fluoro-5-(6-pyrrolidin-1-ylpyridin-3-yl)-2-[rac-(3R,5S)-3,4,5-trimethylpiperazin-1-yl]phenyl]-6-oxo-4-(trifluoromethyl)-1H-pyridine-3-carboxamide FC1=CC(=C(C=C1C=1C=NC(=CC1)N1CCCC1)NC(=O)C1=CNC(C=C1C(F)(F)F)=O)N1C[C@H](N([C@H](C1)C)C)C |r|